C1(CC1)C1N(C(=C2N1CCN=C2)C=2C=CC=C1C=C(N=CC21)N2CCOCC2)C 3-cyclopropyl-N-methyl-1-(3-morpholinoisoquinolin-8-yl)-5,6-dihydroimidazo[1,5-a]pyrazin